2-({4-[2-(4-chloro-2-fluorophenyl)-2-methyl-1,3-benzodioxol-4-yl]piperidin-1-yl}methyl)-1-(2-methoxyethyl)-1H-imidazo[4,5-b]pyridine-6-carboxylic acid, trifluoroacetate salt FC(C(=O)O)(F)F.ClC1=CC(=C(C=C1)C1(OC2=C(O1)C=CC=C2C2CCN(CC2)CC=2N(C=1C(=NC=C(C1)C(=O)O)N2)CCOC)C)F